N-(1-(5-(3-cyano-6-((3-fluoro-1-methylazetidin-3-yl)methoxy)pyrazolo[1,5-a]pyridin-4-yl)pyridin-2-yl)-4-methylpiperidin-4-yl)picolinamide C(#N)C=1C=NN2C1C(=CC(=C2)OCC2(CN(C2)C)F)C=2C=CC(=NC2)N2CCC(CC2)(C)NC(C2=NC=CC=C2)=O